3-(4-(4-((trans-4-((5-(trifluoromethyl)pyridin-2-yl)amino)cyclohexyl)sulfonyl)phenyl)pyridin-2-yl)pyrrolidin-2-one FC(C=1C=CC(=NC1)N[C@@H]1CC[C@H](CC1)S(=O)(=O)C1=CC=C(C=C1)C1=CC(=NC=C1)C1C(NCC1)=O)(F)F